FC1=C(C(=O)N([C@H]2CNCCC2)C2=NC=CC3=CC=CC(=C23)C)C=CC(=C1)NC1=NC=C(C=N1)C (R)-2-fluoro-N-(8-methylisoquinolin-1-yl)-4-((5-methylpyrimidin-2-yl)amino)-N-(piperidin-3-yl)benzamide